ClC1=CC=C(C(=N1)C(=O)NS(=O)(=O)C)N[C@H](C)C=1C=C(C=C2C(N(C(=NC12)N1CCC(CC1)C1=NOC(=C1)C)C)=O)C (R)-6-chloro-3-((1-(3,6-dimethyl-2-(4-(5-methylisoxazol-3-yl)piperidin-1-yl)-4-oxo-3,4-dihydroquinazolin-8-yl)ethyl)amino)-N-(methylsulfonyl)picolinamide